C(#N)[C@H]1N(CCC1)C(CNC(=O)C1=CC=NC2=CC=C(C=C12)O)=O (S)-N-(2-(2-cyanopyrrolidine-1-yl)-2-oxoethyl)-6-hydroxyquinoline-4-carboxamide